(Z)-3,7-dimethylnon-1,6-dien-3-ylacetate CC(C=C)(CC\C=C(/CC)\C)CC(=O)[O-]